(R*)-1-(3-hydroxy-3-((4-(trifluoromethyl)phenyl)ethynyl)pyrrolidin-1-yl)prop-2-en-1-one O[C@@]1(CN(CC1)C(C=C)=O)C#CC1=CC=C(C=C1)C(F)(F)F |o1:1|